ClC1=C(C=C(C(=C1)F)C1=NC=C(C=C1)C(F)(F)F)C1=NOC(C1)(C(=O)OCC)C ethyl 3-(2-chloro-4-fluoro-5-(5-(trifluoromethyl) pyridin-2-yl) phenyl)-5-methyl-4,5-dihydroisoxazole-5-carboxylate